1,3,4-trichlorobenzene ClC1=CC(=C(C=C1)Cl)Cl